(S)-2-amino-3-((S)-8-chloro-3-oxo-3,4-dihydro-2H-benzo[b][1,4]oxazin-2-yl)propanenitrile N[C@H](C#N)C[C@H]1C(NC2=C(O1)C(=CC=C2)Cl)=O